COC(=O)C=1C=CC(=C2C=NN(C12)CC1=CC(=CC=C1)OC(F)(F)F)C#CC 4-(Propan-1-yn-1-yl)-1-(3-(trifluoromethoxy)benzyl)-1H-indazole-7-carboxylic acid methyl ester